FC1=C(C(=CC(=C1)C=1C=NN(C1)C1=CC=C(C=C1)N1CCCC1)/C=N/N1CCOCC1)O (E)-2-fluoro-6-((morpholinoimino)methyl)-4-(1-(4-(pyrrolidin-1-yl)phenyl)-1H-pyrazol-4-yl)phenol